CC1=NNC(=C1)C C3,5-dimethylpyrazole